BrC=1C=C2C3(CN(C(C2=CC1)=O)CC(=O)NC1=NC=C2C(=N1)N(N=C2C(F)(F)F)C2OCCCC2)CC3 2-(6'-Bromo-1'-oxo-1'H-spiro[cyclopropan-1,4'-isoquinoline]-2'(3'H)-yl)-N-(1-(tetrahydro-2H-pyran-2-yl)-3-(trifluoromethyl)-1H-pyrazolo[3,4-d]pyrimidin-6-yl)acetamide